BrC1=CC=CC(=N1)C1=CN=C2N1N=C(C(=C2)OC)N2C(CCC2)=O 1-[3-(6-bromo-2-pyridyl)-7-methoxy-imidazo[1,2-b]pyridazin-6-yl]pyrrolidin-2-one